6-chloro-8-(3-(2,2-difluorocyclopropyl)azetidin-1-yl)imidazo[1,2-b]pyridazine ClC=1C=C(C=2N(N1)C=CN2)N2CC(C2)C2C(C2)(F)F